C1(=CC=CC=C1)N1C(N=CC=C1)=O 1-phenylpyrimidin-2(1H)-one